Ethyl 2-((3,3-dibutyl-7-(methylthio)-1,1-dioxido-5-phenyl-2,3,4,5-tetrahydrobenzo[f][1,2,5]thiadiazepin-8-yl)oxy)acetate C(CCC)C1(NS(C2=C(N(C1)C1=CC=CC=C1)C=C(C(=C2)OCC(=O)OCC)SC)(=O)=O)CCCC